C1=2CN(CCN(CCN(CC(=CC=C1)N2)CC(=O)[O-])CC(=O)[O-])CC(=O)[O-] 3,6,9,15-tetraazabicyclo[9.3.1]pentadeca-1(15),11,13-triene-3,6,9-triacetate